5-[4-methoxy-3-(trifluoromethyl)phenyl]-1,1-dioxo-2-propyl-N-[3-(trifluoromethyl)phenyl]-1λ6,2,6-thiadiazine-3-carboxamide COC1=C(C=C(C=C1)C=1C=C(N(S(N1)(=O)=O)CCC)C(=O)NC1=CC(=CC=C1)C(F)(F)F)C(F)(F)F